2-cyclohexyl-7-(3-(4,4-difluoropiperidin-1-yl)propoxy)-N-(1-isopropylpiperidin-4-yl)-6-methoxyquinazolin-4-amine C1(CCCCC1)C1=NC2=CC(=C(C=C2C(=N1)NC1CCN(CC1)C(C)C)OC)OCCCN1CCC(CC1)(F)F